1,3,5-triacetoxycyclohexane C(C)(=O)OC1CC(CC(C1)OC(C)=O)OC(C)=O